NN1C(=NC(=C1C(=O)N)C1=CC=C(C=C1)C(NC1=NC=C(C=C1)C)=O)[C@H]1NCCCC1 (S)-1-amino-4-(4-((5-methylpyridin-2-yl)carbamoyl)phenyl)-2-(piperidin-2-yl)-1H-imidazole-5-carboxamide